5α-cholest-8(14)-en-3β,15β-diol CC(C)CCC[C@@H](C)[C@H]1C[C@H](C2=C3CC[C@H]4C[C@H](CC[C@]4(C)[C@H]3CC[C@]12C)O)O